CNC1COCC2=NC(=CC=C21)C#CC N-methyl-2-(propyn-1-yl)-5,8-dihydro-6H-pyrano[3,4-b]pyridin-5-amine